FC([C@H](C)N1N=NC2=C1C=C(C=C2)C=2C=CN1N=C(N=C(C12)OC)NC1CCC(CC1)(O)C)F (1S,4r)-4-((5-(1-((S)-1,1-difluoropropan-2-yl)-1H-benzo[d][1,2,3]triazol-6-yl)-4-methoxypyrrolo[2,1-f][1,2,4]triazin-2-yl)amino)-1-methylcyclohexan-1-ol